C(C)N1N=NC(=C1)C1=CC=C(C=C1)C1=NOC(C1)(O)C(F)(F)F 3-[4-(1-ethyltriazol-4-yl)phenyl]-5-(trifluoromethyl)-4H-1,2-oxazol-5-ol